N-(4-(5-(2-((3S,4R)-3,4-difluoropyrrolidin-1-yl)-6-methylpyrimidin-4-yl)-1,3,4-oxadiazol-2-yl)-3-(6-azaspiro[2.5]oct-6-yl)phenyl)-2-hydroxyethane-1-sulfonamide F[C@H]1CN(C[C@H]1F)C1=NC(=CC(=N1)C1=NN=C(O1)C1=C(C=C(C=C1)NS(=O)(=O)CCO)N1CCC2(CC2)CC1)C